N1C(=CC=2C=NC=CC21)CC(C(=O)N)N2C(=NC=C(C2=O)NCC2=C(C=C(C=C2)OC)OC)C2=CC=CC=C2 ((1H-pyrrolo[3,2-c]pyridin-2-yl)methyl)-2-(5-((2,4-dimethoxybenzyl)amino)-6-oxo-2-phenylpyrimidin-1(6H)-yl)acetamide